(4-(3-chloroquinoxalin-2-yl)pentyl)-4-methoxybenzenesulfonamide ClC=1C(=NC2=CC=CC=C2N1)C(CCCC1=C(C=CC(=C1)OC)S(=O)(=O)N)C